O1CC(=C1)N 3-Oxetamine